3-(tert-butoxycarbonylamino)-6-pent-4-enoyl-5-(trifluoromethyl)pyridine-2-carboxylic Acid C(C)(C)(C)OC(=O)NC=1C(=NC(=C(C1)C(F)(F)F)C(CCC=C)=O)C(=O)O